(R)-(5-(4-fluoro-6-(2-(hydroxymethyl)morpholino)-1H-benzo[d]imidazol-2-yl)-1H-pyrrol-3-yl)(2-(trifluoromethyl)phenyl)methanone FC1=CC(=CC=2NC(=NC21)C2=CC(=CN2)C(=O)C2=C(C=CC=C2)C(F)(F)F)N2C[C@@H](OCC2)CO